levulinyl acetate C(C)(=O)OC(CCC(=O)C)=O